N-((2-(1H-pyrazol-1-yl)phenyl)methyl-d2)-2-chloro-9-isopropyl-9H-purin-6-amine N1(N=CC=C1)C1=C(C=CC=C1)C(NC1=C2N=CN(C2=NC(=N1)Cl)C(C)C)([2H])[2H]